rel-(2s,3r,4r,5s)-N-(2-(1,2-dihydroxyethyl)pyrimidin-5-yl)-3-(4-fluoro-2-(2-methoxyethoxy)-3-methylphenyl)-4,5-dimethyl-5-(trifluoromethyl)tetrahydrofuran-2-carboxamide OC(CO)C1=NC=C(C=N1)NC(=O)[C@H]1O[C@@]([C@@H]([C@@H]1C1=C(C(=C(C=C1)F)C)OCCOC)C)(C(F)(F)F)C |o1:13,15,16,17|